Ethyl (3s,4r)-1-benzyl-4-(3-((tert-butoxycarbonyl)amino)thiophen-2-yl)pyrrolidine-3-carboxylate C(C1=CC=CC=C1)N1C[C@H]([C@H](C1)C=1SC=CC1NC(=O)OC(C)(C)C)C(=O)OCC